[Si](C1=CC=CC=C1)(C1=CC=CC=C1)(C(C)(C)C)OC1=C(C=O)C=CC(=C1)C(F)(F)F 2-[(tert-butyldiphenylsilyl)oxy]-4-(trifluoromethyl)benzaldehyde